C(#N)C1=C(OCC2=NC=CC(=N2)O[C@@H]2C[C@@H](N(CC2)C(=O)OC(C)(C)C)C)C=CC(=C1)F tert-Butyl (2S,4S)-4-((2-((2-cyano-4-fluorophenoxy)methyl)pyrimidin-4-yl)oxy)-2-methylpiperidine-1-carboxylate